(1R,2R)-2-(3-chlorophenyl)-N-((R)-1-(1-((6-cyclopropylimidazo[1,2-a]pyridin-2-yl)methyl)-1H-1,2,3-triazol-4-yl)ethyl)cyclopropane-1-carboxamide ClC=1C=C(C=CC1)[C@H]1[C@@H](C1)C(=O)N[C@H](C)C=1N=NN(C1)CC=1N=C2N(C=C(C=C2)C2CC2)C1